N1=CC=NC=2C(CCCC12)O 5,6,7,8-tetrahydroquinoxalin-5-ol